boron nitrogen [N].[B]